CN1N=C(C(=CC1=O)Cl)Cl Methyl-5,6-dichloropyridazin-3(2H)-one